CS(=O)(=O)OC[C@H]1OCCCC1 [(2S)-tetrahydropyran-2-yl]methyl methanesulfonate